6-(tert-butyl)-10-(2-(dimethylamino)-2-oxoethoxy)-2-oxo-6,7-dihydro-2H-pyrido[2',1':3,4]pyrazino[1,2-b]indazole-3-carboxylic acid C(C)(C)(C)C1N2C(C=3N(N=C4C(=CC=CC34)OCC(=O)N(C)C)C1)=CC(C(=C2)C(=O)O)=O